2-[[2-[(cyclobutylmethylamino)methyl]-1H-indol-6-yl]methyl]-5-[3-(methoxymethyl)azetidin-1-yl]-2,7-naphthyridin-1-one C1(CCC1)CNCC=1NC2=CC(=CC=C2C1)CN1C(C2=CN=CC(=C2C=C1)N1CC(C1)COC)=O